NC1=C(C=CC=C1C(=O)N)C1=CC=C(C=C1)S(N)(=O)=O 2-amino-4'-sulfamoyl-[1,1'-biphenyl]-3-carboxamide